FCCC(C(=O)OC)NC1=C(C=C(C(=O)OC)C=C1)[N+](=O)[O-] methyl 4-((4-fluoro-1-methoxy-1-oxobutan-2-yl)amino)-3-nitrobenzoate